FC1(C(C2=CC=CC=C2C(C1)COC1=CC=CC=C1)=O)F 2,2-difluoro-4-(phenoxymethyl)-3,4-dihydronaphthalen-1(2H)-one